C(C(C)C)N(C(OC1=NC2=CC(=CC=C2C=C1)OCCCCN1CCN(CC1)C1=CC=CC=2SC=CC21)=O)CC(C)C 7-(4-(4-(benzo[b]thiophen-4-yl)piperazin-1-yl)butoxy)quinolin-2-yl diisobutylcarbamate